C(C)C1=C(C=C(O1)C)O 5-ethyl-4-hydroxy-2-methylfuran